N1C(N=CC=C1)=O (2H)-pyrimidinone